3-(5-chloro-1,3-thiazol-2-yl)-5-[(3S)-tetrahydro-furan-3-yloxy]-N-{(1R)-1-[6-(trifluoromethyl)pyridazin-3-yl]ethyl}benzamide ClC1=CN=C(S1)C=1C=C(C(=O)N[C@H](C)C=2N=NC(=CC2)C(F)(F)F)C=C(C1)O[C@@H]1COCC1